FC(C1=NN=C(S1)N1C(N(C2=C1C=C(C(=C2)F)S(=O)(=O)NC2(COC2)C)CC#C)=O)F {3-[5-(difluoromethyl)-1,3,4-thiadiazol-2-yl]-6-fluoro-2-oxo-1-(2-propynyl)-1,3-dihydro-1,3-benzimidazol-5-ylsulfonyl}(3-methyl-3-oxetanyl)amine